(3,5-dimethylphenyl)methylphosphine CC=1C=C(C=C(C1)C)CP